ClC1=NC(=CC=C1B(O)O)C(C)C 2-CHLORO-6-ISOPROPYLPYRIDINE-3-BORONIC ACID